glycerine diricinoleate C(CCCCCCC\C=C/C[C@H](O)CCCCCC)(=O)O.C(CCCCCCC\C=C/C[C@H](O)CCCCCC)(=O)O.OCC(O)CO